FC=1C(=C(OC2=C(C=C(C(=C2)C(F)(F)F)F)C=2NC=3C=CC(=C(C3C(C2)=O)C(=O)N)OC)C=CC1F)OC 2-[2-(3,4-Difluoro-2-methoxy-phenoxy)-5-fluoro-4-(trifluoromethyl)phenyl]-6-methoxy-4-oxo-1H-quinoline-5-carboxamide